(2S,4R)-1-(3-cyclopropyl-6,7,8,9-tetrahydro-4H-[1,2,3]triazolo[5,1-c][1,4]oxazocine-9-carbonyl)-4-hydroxy-N-((S)-1-(4-(4-methylthiazol-5-yl)phenyl)ethyl)pyrrolidine-2-carboxamide C1(CC1)C=1N=NN2C1COCCCC2C(=O)N2[C@@H](C[C@H](C2)O)C(=O)N[C@@H](C)C2=CC=C(C=C2)C2=C(N=CS2)C